(2S,3R,4S,5S,6S)-2-(((4aR,10aR)-7-(benzyloxy)-1-propyl-1,2,3,4,4a,5,10,10a-octahydrobenzo[g]quinolin-6-yl)oxy)-6-(methoxycarbonyl)tetrahydro-2H-pyran-3,4,5-triyl triacetate C(C)(=O)O[C@H]1[C@@H](O[C@@H]([C@H]([C@@H]1OC(C)=O)OC(C)=O)C(=O)OC)OC1=C(C=CC2=C1C[C@H]1CCCN([C@@H]1C2)CCC)OCC2=CC=CC=C2